4-{8-[(2S)-3-amino-2-(4-chlorophenyl)propionyl]-3,8-diazabicyclo[3.2.1]oct-3-yl}-5-ethyl-6,8-dihydropteridin-7-one NC[C@@H](C(=O)N1C2CN(CC1CC2)C2=NC=NC=1NC(CN(C21)CC)=O)C2=CC=C(C=C2)Cl